(2R,4S)-tert-butyl 4-(4-chloro-3-((1-cyclopropyl-1H-benzo[d]imidazol-5-yl)ethynyl)-1H-pyrrolo[3,2-c]pyridin-1-yl)-2-(methoxymethyl)pyrrolidine-1-carboxylate ClC1=NC=CC2=C1C(=CN2[C@H]2C[C@@H](N(C2)C(=O)OC(C)(C)C)COC)C#CC2=CC1=C(N(C=N1)C1CC1)C=C2